B([O-])([O-])O.B(O)(O)O.B(O)(O)O.B(O)(O)O.B(O)(O)O.[Ni+2] nickel pentaborate